C(C)(C)(C)OC(=O)N1N=C(C2=CC=C(C=C12)Cl)N1CCC(CC1)(F)F 6-chloro-3-(4,4-difluoropiperidin-1-yl)-1H-indazole-1-carboxylic acid tert-butyl ester